C(C)(C)(C)OC(C1=CC(=NC(=C1)C(C)C1=NC=CC=C1)C(NC)=O)=O 2-(methylcarbamoyl)-6-(1-(pyridin-2-yl)ethyl)isonicotinic acid tert-butyl ester